(2,8-Dimethylimidazo[1,2-b]pyridazin-6-yl)-2-(6-(1-(tetrahydro-2H-pyran-4-yl)azetidin-3-yl)pyridazin-3-yl)phenol hydrochloride Cl.CC=1N=C2N(N=C(C=C2C)C=2C(=C(C=CC2)O)C=2N=NC(=CC2)C2CN(C2)C2CCOCC2)C1